FC=1C=C(OCC=2N=C3N(C=C(C=N3)C=3C(=NC=CC3)F)C2)C=CC1 2-[(3-fluorophenoxy)methyl]-6-(2-fluoro-3-pyridinyl)imidazo[1,2-a]pyrimidine